1-(4-(3-((1r,3r,5S,7r)-3,5-dimethyladamantan-1-yl)ureido)-3-fluorobenzoyl)-N,N-diethyladamantan-4-carboxamide C[C@]12CC3(CC(C[C@@](C1)(C3)C)C2)NC(NC2=C(C=C(C(=O)C31CC4C(C(CC(C3)C4)C1)C(=O)N(CC)CC)C=C2)F)=O